(S)-2-((4-((2-hydroxy-1-phenylethyl)amino)-5-(3,8-dioxa-1-azaspiro[4.5]dec-1-en-2-yl)pyridin-2-yl)amino)-6,7-dihydro-5H-pyrrolo[3,4-d]pyrimidin-5-one OC[C@H](C1=CC=CC=C1)NC1=CC(=NC=C1C1=NC2(CO1)CCOCC2)NC=2N=CC1=C(N2)CNC1=O